diisopropylmethylene(2,5-dimethylcyclopentadienyl)(fluorenyl)hafnium dichloride [Cl-].[Cl-].C(C)(C)C(C(C)C)=[Hf+2](C1=CC=CC=2C3=CC=CC=C3CC12)C1C(=CC=C1C)C